Cl.ClC=1C=CC2=C(N=C(S2)[C@@H]2C[C@H](CN2)O)C1 (3r,5s)-5-(5-chlorobenzo[d]thiazol-2-yl)pyrrolidin-3-ol hydrochloride